2,3,4-trifluorobenzyl bromide FC1=C(CBr)C=CC(=C1F)F